8-(2-(difluoromethyl)-5-methylphenyl)-9-(4-((1-(3-fluoropropyl)azetidin-3-yl)methyl)phenyl)-6,7-dihydro-5H-benzo[7]annulene-3-carboxylic acid FC(C1=C(C=C(C=C1)C)C=1CCCC2=C(C1C1=CC=C(C=C1)CC1CN(C1)CCCF)C=CC(=C2)C(=O)O)F